BrC1=CC2=C(C=N1)C=C(N2S(=O)(=O)N(C)C)\C=C\OC 6-bromo-2-[(E)-2-methoxyvinyl]-N,N-dimethyl-pyrrolo[3,2-c]pyridine-1-sulfonamide